N-hexadecyl-N-tetradecyl-tolylammonium [tetrakis(perfluorophenyl) borate] FC1=C(C(=C(C(=C1F)F)F)F)[B-](C1=C(C(=C(C(=C1F)F)F)F)F)(C1=C(C(=C(C(=C1F)F)F)F)F)C1=C(C(=C(C(=C1F)F)F)F)F.C(CCCCCCCCCCCCCCC)[NH+](CCCCCCCCCCCCCC)C1=C(C=CC=C1)C